(Sa)-6-(1-(([1,1'-Biphenyl]-4-yl-2,3,5,6-d4)methyl-d2)-4-chloro-1H-indazole-7-carboxamido)spiro[3.3]heptane-2-carboxylic acid C1(=C(C(=C(C(=C1[2H])[2H])C(N1N=CC2=C(C=CC(=C12)C(=O)NC1CC2(CC(C2)C(=O)O)C1)Cl)([2H])[2H])[2H])[2H])C1=CC=CC=C1